2-(5-Fluoro-3-(3-(4-(trifluoromethyl)phenyl)ureido)-1H-indole-1-carbonyl)benzyl 2-amino-2-methylpropanoate NC(C(=O)OCC1=C(C=CC=C1)C(=O)N1C=C(C2=CC(=CC=C12)F)NC(=O)NC1=CC=C(C=C1)C(F)(F)F)(C)C